NC1=NC=NN2C1=C(C=C2[C@@H]2CC[C@@H](CC2)O)C2=C(C=C(C=C2)NC(=O)C=2C(N(C=CC2)C2=CC=C(C=C2)F)=O)F N-{4-[4-amino-7-(cis-4-hydroxycyclohexyl)pyrrolo[2,1-f][1,2,4]triazin-5-yl]-3-fluorophenyl}-1-(4-fluorophenyl)-2-oxo-1,2-dihydropyridine-3-carboxamide